ON1C(CCC1=O)=O 1-hydroxytetrahydro-1H-Pyrrole-2,5-dione